6,6'-dichloro-2,4'-diaminobiphenyl ClC1=CC=CC(=C1C1=CC=C(C=C1Cl)N)N